ethyl 3-ethoxypropionate (ethyl 3-ethoxypropionate) C(C)C(C(=O)O)COCC.C(C)OCCC(=O)OCC